vinyltriethoxysilane tert-butyl-(R)-3-(hydroxymethyl)-4-((tetrahydro-2H-pyran-4-yl)methyl)piperazine-1-carboxylate C(C)(C)(C)OC(=O)N1C[C@@H](N(CC1)CC1CCOCC1)CO.C(=C)[Si](OCC)(OCC)OCC